4-((4-(2-(dimethylphosphoryl)phenoxy)-5-(trifluoromethyl)pyrimidin-2-yl)amino)-N-methoxybenzamide CP(=O)(C)C1=C(OC2=NC(=NC=C2C(F)(F)F)NC2=CC=C(C(=O)NOC)C=C2)C=CC=C1